C1(CC1)OCCN(CCC(C(=O)O)NC(C(C)C1=CC=CC=C1)=O)CCCCC1=NC=2NCCCC2C=C1 4-[2-(cyclopropoxy)ethyl-[4-(5,6,7,8-tetrahydro-1,8-naphthyridin-2-yl)butyl]amino]-2-[[2-phenylpropanoyl]amino]butanoic acid